IC=1N=C(N2N=C(C=C(C21)C2(CCCCC2)C#N)N2[C@@H](COCC2)C)I 1-{5,7-diiodo-2-[(3R)-3-methylmorpholin-4-yl]imidazo[1,5-b]pyridazin-4-yl}cyclohexane-1-carbonitrile